C(C(O)CO)OC(CCCCCCCCCCCCCCC(C)C)=O glycerylisostearat